dimethyl-(naphthalene-2-yl)sulfur triflate [O-]S(=O)(=O)C(F)(F)F.C[S+](C1=CC2=CC=CC=C2C=C1)C